N-[(1S)-1-[[(1S)-2-amino-2-oxo-1-[[(3S)-2-oxopyrrolidin-3-yl]methyl]ethyl]carbamoyl]-3-methyl-butyl]-4-methoxy-1H-indole-2-carboxamide NC([C@H](C[C@H]1C(NCC1)=O)NC(=O)[C@H](CC(C)C)NC(=O)C=1NC2=CC=CC(=C2C1)OC)=O